(phenyldibenzothiophenyl)[phenyl(biphenylyl)triazinyl]biphenyl C1(=CC=CC=C1)C1=C(C2=C(SC3=C2C=CC=C3)C=C1)C=1C(=C(C=CC1)C1=CC=CC=C1)C1=NN=NC(=C1C1=C(C=CC=C1)C1=CC=CC=C1)C1=CC=CC=C1